(S)-4-(5-(3-((6-((S)-3-carboxybutanoyl)-3-methoxy-6,7-dihydro-5H-pyrrolo[3,4-b]pyridin-2-yl)oxy)propoxy)-6-methoxy-thieno[3,2-b]pyridin-2-yl)-2-methyl-4-oxobutanoic acid C(=O)(O)[C@H](CC(=O)N1CC2=NC(=C(C=C2C1)OC)OCCCOC1=C(C=C2C(=N1)C=C(S2)C(C[C@@H](C(=O)O)C)=O)OC)C